butyloctyl-4,6-dibromo-3-fluorothieno[3,4-b]thiophene-2-carboxylate C(CCC)C(CCCCCCC)S1C=2C(C(=C1C(=O)[O-])F)=C(SC2Br)Br